i-butyl-magnesium chloride C(C(C)C)[Mg]Cl